4-(dimethylamino)pyridine-2-carbaldehyde CN(C1=CC(=NC=C1)C=O)C